N1(C=NC=C1)CCCCC1=CC=C(OCC=2N=C(OC2)\C=C\C2=CC=C(C=C2)C(F)(F)F)C=C1 (E)-4-((4-(4-(1H-imidazol-1-yl)butyl)phenoxy)methyl)-2-(4-(trifluoromethyl)styryl)oxazole